N[C@@H]1C(N(C=2N(CC1)N=C(C2)[C@@H]2C(C2)(F)F)C)=O (S)-6-amino-2-((R)-2,2-difluorocyclopropyl)-4-methyl-7,8-dihydro-4H-pyrazolo[1,5-a][1,3]diazepin-5(6H)-one